Methyl 2-(1-cyclobutyl-1H-pyrazol-4-yl)-5-[({1-[4-(trifluoromethyl) phenyl]cyclopropyl}carbonyl) amino]benzoate C1(CCC1)N1N=CC(=C1)C1=C(C(=O)OC)C=C(C=C1)NC(=O)C1(CC1)C1=CC=C(C=C1)C(F)(F)F